ClC1=CC(=NC=C1)N1CCN(CC1)CC1CN(CCC1)C1=NC=2N(C(=N1)N)N=C(N2)C=2OC=CC2 5-(3-((4-(4-chloropyridin-2-yl)piperazin-1-yl)methyl)piperidin-1-yl)-2-(furan-2-yl)-[1,2,4]triazolo[1,5-a][1,3,5]triazine-7-amine